2-[4-(4-hydroxypiperidin-1-yl)-6-[(4-(hydroxy)-4-(phenylmethyl)piperidin-1-yl)]-pyrimidin-2-ylamino]-4-methyl-thiazole-5-carboxylic acid ethyl ester C(C)OC(=O)C1=C(N=C(S1)NC1=NC(=CC(=N1)N1CCC(CC1)O)N1CCC(CC1)(CC1=CC=CC=C1)O)C